CN1CCN(CC1)C1=CC=C(C=C1)NC1=NC2=C(C=CC=C2C=N1)C1=NC=CC(=C1)NC(C=C)=O N-(2-(2-((4-(4-methylpiperazin-1-yl)phenyl)amino)quinazolin-8-yl)pyridin-4-yl)acrylamide